6-(2-methylpropan-1-enyl)pyridine-3-sulfonamide CC(=CC1=CC=C(C=N1)S(=O)(=O)N)C